ClC=1C=NC=C(C1N1CCN(CC1)C(=O)OC(C)(C)C)NCC=1C=C2N=CC=NC2=CC1 tert-Butyl 4-(3-chloro-5-((quinoxalin-6-ylmethyl)amino)pyridin-4-yl)piperazine-1-carboxylate